C(#N)C=1C(=NC(=C(C1CC)C#N)N1CCN(CC1)CC1=CC=NC=C1)SC(C(=O)N)C1=CC=CC=C1 2-((3,5-dicyano-4-ethyl-6-(4-(pyridin-4-ylmethyl)piperazin-1-yl)pyridin-2-yl)thio)-2-phenylacetamide